BrC1=NC=CC(=C1)CN (2-bromopyridin-4-yl)methylamine